N-(cis-2-(((cis-4-isopropylcyclohexyl)oxy)methyl)-1-(pyridin-3-ylsulfonyl)piperidin-3-yl)methanesulfonamide C(C)(C)[C@H]1CC[C@H](CC1)OC[C@@H]1N(CCC[C@@H]1NS(=O)(=O)C)S(=O)(=O)C=1C=NC=CC1